BrC1=C(N(C=C1)S(=O)(=O)[N-]C(=O)OC(C)(C)C)C=1N=NN(N1)COCC[Si](C)(C)C.[Na+] sodium {[3-bromo-2-(2-{[2-(trimethyl-silyl)ethoxy]methyl}-2H-tetrazol-5-yl)-1H-pyrrol-1-yl]sulfonyl}[(tert-butoxy)carbonyl]azanide